C(C(O)C)(=O)OC(C)C i-propyl lactate